[4-[(2,8-dimethyl-[1,2,4]triazolo[1,5-a]pyridin-6-yl)methyl]-1-methylcyclohexyl]-[(3S)-3-(5-fluoro-6-methylpyridin-3-yl)-1,2-oxazolidin-2-yl]methanone CC1=NN2C(C(=CC(=C2)CC2CCC(CC2)(C)C(=O)N2OCC[C@H]2C=2C=NC(=C(C2)F)C)C)=N1